N-(6-methoxy-1-methyl-1H-indazol-7-yl)-6-(3-methyl-1,2,4-oxadiazol-5-yl)pyridine-3-sulfonamide COC1=CC=C2C=NN(C2=C1NS(=O)(=O)C=1C=NC(=CC1)C1=NC(=NO1)C)C